N-(5-bromo-4-methylthiazol-2-yl)-8-oxo-6,7-dihydro-5H-indolizine-5-carboxamide BrC1=C(N=C(S1)NC(=O)C1N2C=CC=C2C(CC1)=O)C